N-methyl-2-cyclohexyl-1H-benzo[d]imidazole-5-carboxamide hydrochloride Cl.CNC(=O)C1=CC2=C(NC(=N2)C2CCCCC2)C=C1